1-(propan-2-yl)cyclobutan-1-amine CC(C)C1(CCC1)N